CN1C(N(CC1)C)=O 1,3-dimethyl-imidazolid-2-one